ethyl 2-cyano-2-(hydroxy imino)acetate C(#N)C(C(=O)OCC)=NO